COC1=C(C=CC=C1)P(C1=C(C=CC=C1)OC)C1=C(C=CC=C1)OC (tris[2-methoxyphenyl])Phosphine